(S,E)-methyl 6-(2-acetamidothiazole-5-carboxamido)-7-(1-(2-(bicyclo[1.1.1]pentan-1-ylamino)-2-oxoethyl)-2-oxo-1,2-dihydropyridin-3-ylamino)-7-oxohept-2-enoate C(C)(=O)NC=1SC(=CN1)C(=O)N[C@@H](CC/C=C/C(=O)OC)C(=O)NC=1C(N(C=CC1)CC(=O)NC12CC(C1)C2)=O